O1CC=CC2=CC=CC(=C12)C(=O)O Chromene-8-carboxylic acid